CS(=O)(=O)CC1=C(C=CC=C1)NC1=NC=CC(=N1)N1C(C2=CC=CC=C2C(C1)(C)C)=O (((((methylsulfonyl)methyl)phenyl)amino)pyrimidin-4-yl)-4,4-dimethyl-3,4-dihydroisoquinolin-1(2H)-one